CC1(C(C(C1OC=1C=CC=2N(N1)C(=NN2)C(F)(F)F)(C)C)NC(C2=CC=CC=C2)=O)C N-((1r,3r)-2,2,4,4-tetramethyl-3-((3-(trifluoromethyl)-[1,2,4]triazolo[4,3-b]pyridazin-6-yl)oxy)cyclobutyl)benzamide